N[C@H](C(=O)O)CC1=CC(=CC=C1)OC (S)-2-amino-3-(3-methoxyphenyl)propanoic acid